methyl-nonylimidazolium C[N+]1=C(NC=C1)CCCCCCCCC